2-amino-4-(pyridin-2-yl)-butyric acid NC(C(=O)O)CCC1=NC=CC=C1